C(CCCCCCCC)N(CCN(CCOC(CCCCCCCC)=O)CCCCCCCCC)CCCCCCCCC 2-((2-(Dinonylamino)ethyl)(nonyl)amino)ethylnonanoate